CC(COC(C=C)=O)(C)C 2-propenoic acid 2-methyl-2-methylpropyl ester